C(CCCCCCCCCCCCCCC(C)C)(=O)OCC(C)C isobutyl isostearate